5-(tert-butoxycarbonyl)-5-azaspiro[2.4]heptane-6-carboxylic acid C(C)(C)(C)OC(=O)N1CC2(CC2)CC1C(=O)O